2-(methylsulfonamido)ethyl (S)-2-methylene-4-oxo-4-((1-(4-(trifluoromethyl) phenyl)ethyl)amino)butanoate C=C(C(=O)OCCNS(=O)(=O)C)CC(N[C@@H](C)C1=CC=C(C=C1)C(F)(F)F)=O